CC1=C(C=CC=C1N1C=NN=C1)C=O (2-methyl-3-(4H-1,2,4-triazol-4-yl)phenyl)methanone